BrC=1C=CC=2N(C3=CC=C(C=C3C2C1)Br)CC(O)CNC1=CC=CC=C1 3,6-Dibromo-α-[(phenylamino)methyl]-9H-carbazole-9-ethanol